COC(=O)C=1N(C=CC1)C1=NC=CC=C1[N+](=O)[O-].C1=2N3C=CC=C3C(NC2C=CC=N1)=O 2,8,13-triazatricyclo[7.4.0.02,6]trideca-1(9),3,5,10,12-pentaen-7-one Methyl-1-(3-nitro-2-pyridyl)pyrrole-2-carboxylate